C(C)(C)C12C3C(C(C=C1)(CC2)C)C(=O)OC3=O 1-isopropyl-4-methylbicyclo[2.2.2]oct-5-ene-2,3-dicarboxylic anhydride